CC1=C(C=CC=C1C)N1CCN(CC1)C(CN1N=C(C=2CCCCC12)C(=O)N1CCC(CC1)NC(CO)=O)=O N-(1-(1-(2-(4-(2,3-Dimethylphenyl)piperazin-1-yl)-2-oxoethyl)-4,5,6,7-tetrahydro-1H-indazol-3-carbonyl)piperidin-4-yl)-2-hydroxyacetamid